tert-butyl 4-cyclopropyl-1-oxo-1-(phenylamino)butan-2-ylcarbamate C1(CC1)CCC(C(NC1=CC=CC=C1)=O)NC(OC(C)(C)C)=O